C(C(C)C)C=1C=C(C=CC1)C1[C@@H]2CNC[C@H]12 (1R,5S,6S)-6-(3-Isobutylphenyl)-3-azabicyclo[3.1.0]hexane